C(CCC)C1(CS(C2=C(N(C1)C1=CC=C(C=C1)F)C=C(C(=C2)O)OC)(=O)=O)CCCC 3,3-Dibutyl-5-(4-fluorophenyl)-8-hydroxy-7-methoxy-2,3,4,5-tetrahydro-1,5-benzothiazepine 1,1-dioxide